C1(CC1)CNC1=NN2C(C=N1)=C(C=C2)C2=CC=C1C(=N2)N(C(=N1)C)CCOC N-(cyclopropylmethyl)-5-(3-(2-methoxyethyl)-2-methyl-3H-imidazo[4,5-b]pyridin-5-yl)pyrrolo[2,1-f][1,2,4]triazin-2-amine